COC1=C(C(=CC=C1)OC)N1C(C=CC=C1)(S(=O)(=O)N)C1=CN=C2C(=N1)N(C=N2)C2=NC(=CC=C2)OC 1-(2,6-dimethoxyphenyl)-2-(6-methoxypyridin-2-yl-1H-imidazo[4,5-b]pyrazin-6-yl)pyridine-2-sulfonamide